7-methoxy-8-oxo-5-oxa-1-azabicyclo[4.2.0]oct-2-ene-2-carboxylic acid COC1C2OCC=C(N2C1=O)C(=O)O